NC1=C(C(=NN1C(C)C)C1=CC=C(C=C1)CC(NC1=CC(=NO1)C1=CC(=CC=C1)C(F)(F)F)=O)C(=O)N 5-Amino-1-isopropyl-3-(4-(2-oxo-2-((3-(3-(trifluoromethyl)phenyl)isoxazol-5-yl)amino)ethyl)phenyl)-1H-pyrazole-4-carboxamide